7-bromo-N-[(5-fluoro-1H-benzimidazol-2-yl)methyl]-2-(morpholin-4-yl)imidazo[2,1-f][1,2,4]triazin-4-amine BrC1=CN=C2C(=NC(=NN21)N2CCOCC2)NCC2=NC1=C(N2)C=CC(=C1)F